5-bromo-6-(2-chloro-5-fluorophenyl)-3-(2,2-difluoroethyl)-7,8-dihydro-6H-imidazo[4,5-e]isoindol-8-one BrC=1C=C2C(=C3C(NC(C13)C1=C(C=CC(=C1)F)Cl)=O)N=CN2CC(F)F